FC=1C(=CC=C2C(N(C=NC12)C1CCN(CC1)C(=O)OC(C)(C)C)=O)C=1C=C(C=2N(C1)C=C(N2)C)F tert-butyl 4-(8-fluoro-7-(8-fluoro-2-methylimidazo[1,2-a]pyridin-6-yl)-4-oxoquinazolin-3(4H)-yl)piperidine-1-carboxylate